O=C1CC2C(C2C1)C(=O)N 3-oxobicyclo[3.1.0]Hexane-6-carboxamide